N1=CN2CCCCC3=C2C1=CC=C3 4,5,6,7-tetrahydroimidazo[4,5,1-jk][1]benzazepine